FC(CN1CC(N(CC1)CC1=C2C=CNC2=C(C=C1OC)C)C1=CC(=C(C(=O)O)C=C1)NCC)F 4-(4-(2,2-Difluoroethyl)-1-((5-methoxy-7-methyl-1H-indol-4-yl)methyl)piperazin-2-yl)-2-(ethylamino)benzoic acid